2-(9-(3-((tert-butyldimethylsilyl)oxy)propyl)-3,9-diazaspiro[5.5]undecan-3-yl)propane-1,3-diol [Si](C)(C)(C(C)(C)C)OCCCN1CCC2(CCN(CC2)C(CO)CO)CC1